2-(4-(methoxycarbonyl)phenyl)-4-methylenepiperidine-1-carboxylate COC(=O)C1=CC=C(C=C1)C1N(CCC(C1)=C)C(=O)[O-]